C(C)(C)(C)OC(=O)N1CC2(C1)CCN(C2)C=2N=C1[C@H]3C([C@@H](CC1=C(C2C#N)B(O)O)C3)(C)C [(1R,9R)-4-(2-tert-butoxycarbonyl-2,7-diazaspiro[3.4]octan-7-yl)-5-cyano-10,10-dimethyl-3-azatricyclo[7.1.1.02,7]undeca-2,4,6-trien-6-yl]boronic acid